BrC1=CC(=C(C=C1)C=1NC(=NN1)C1=CC=CC(=N1)N1CCOCC1)F 4-[6-[5-(4-bromo-2-fluoro-phenyl)-4H-1,2,4-triazol-3-yl]-2-pyridinyl]morpholine